C(C=C)(=O)O.FC(C(C(C(C(C(C(F)(F)F)(F)F)(F)F)(F)F)(F)F)(F)F)(F)F perfluoroheptane acrylate